O1CCN(CC1)CCNC=1C2=C(N=CC1C(F)(F)F)NC(=C2)C2CCOCC2 N-(2-morpholinoethyl)-2-(tetrahydro-2H-pyran-4-yl)-5-(trifluoromethyl)-1H-pyrrolo-[2,3-b]pyridin-4-amine